COCCN(C(=O)[C@@H]1CC[C@H](CO1)NC(OCC1=CC=CC=C1)=O)C Benzyl {(3R,6S)-6-[(2-methoxyethyl)(methyl)carbamoyl]tetrahydro-2H-pyran-3-yl}carbamate